ClC=1C=NC=C(C1[C@@H](C)OC=1C=C2C(=NNC2=CC1)C=1C=CC(=NC1)N1CCN(CC1)C(=O)N1CCOCC1)Cl (R)-(4-(5-(5-(1-(3,5-Dichloropyridin-4-yl)ethoxy)-1H-indazol-3-yl)pyridin-2-yl)piperazin-1-yl)(morpholino)methanone